2,2-dichlorovinyl-2,2-di-methyl-cyclopropane-1-carboxylate ClC(=COC(=O)C1C(C1)(C)C)Cl